naphthalen-2-ol dihydrochloride Cl.Cl.C1=C(C=CC2=CC=CC=C12)O